5-(2-methoxyanilino)-7-[(4-methoxyphenyl)methyl-amino]pyrazolo[1,5-a]pyrimidine-3-carboxylic acid COC1=C(NC2=NC=3N(C(=C2)NCC2=CC=C(C=C2)OC)N=CC3C(=O)O)C=CC=C1